NCCC1=CC=C(C=C1)C1=C(C=C(C#N)C=C1)OC1=NC(=NC(=C1)N1CCC(CC1)(F)F)C 4-[4-(2-aminoethyl)phenyl]-3-[6-(4,4-difluoropiperidin-1-yl)-2-methylpyrimidin-4-yl]oxybenzonitrile